C(C1=CC=CC=C1)=[Ru](Cl)(Cl)=C1N(CCN1C1=C(C=C(C=C1C)C)C)C1=C(C=C(C=C1C)C)C benzylidene-[1,3-bis(2,4,6-trimethylphenyl)imidazolidin-2-ylidene]-dichloro-ruthenium